Tert-butyl 2-{[1-(pyridin-2-ylcarbonyl)pyrrolidin-3-yl]carbonyl}hydrazinecarboxylate N1=C(C=CC=C1)C(=O)N1CC(CC1)C(=O)NNC(=O)OC(C)(C)C